CCCCCCCCC(CCCCCCCC)OC(CCCC(CCCN(CCCCC(NCCN(C(CCCCN(CCCCCCCC(=O)OC(CCCCCCCC)CCCCCCCC)CCCCCCCC(OCCCCCCCCC)=O)=O)CC)=O)CCCCCCCC(=O)OCCCCCCCCC)CC)=O Di(heptadecan-9-yl)l-5,18-diethyl-9,24-bis(8-(nonyloxy)-8-oxooctyl)-14,19-dioxo-9,15,18,24-tetraazadotriacontanedioate